trans-Ethyl 1-benzyl-4-(difluoromethyl)pyrrolidine-3-carboxylate C(C1=CC=CC=C1)N1C[C@H]([C@@H](C1)C(F)F)C(=O)OCC